[K].C1CCC2=C(C=3CCCC3C=C12)NC(=O)NS(=O)(=O)C1CN(C1)C1CCOCC1 N-((1,2,3,5,6,7-Hexahydro-s-indacen-4-yl)carbamoyl)-1-(tetrahydro-2H-pyran-4-yl)azetidine-3-sulfonamide, potassium salt